2-(4-chloro-3-fluorophenoxy)-N-[(1r,4r)-4-{4-[5-(trifluoromethyl)pyridin-2-yl]-1H-pyrazol-1-yl}cyclohexyl]acetamide ClC1=C(C=C(OCC(=O)NC2CCC(CC2)N2N=CC(=C2)C2=NC=C(C=C2)C(F)(F)F)C=C1)F